tri(2,6-dimethylphenyl)phosphine CC1=C(C(=CC=C1)C)P(C1=C(C=CC=C1C)C)C1=C(C=CC=C1C)C